1-(2-(methylthio)ethyl)-2-oxoimidazolidine-4-carboxamide CSCCN1C(NC(C1)C(=O)N)=O